methyl-7-methoxy-2-methylimidazo[1,2-a]pyridine-6-carboxylate COC(=O)C=1C(=CC=2N(C1)C=C(N2)C)OC